C(C)(C)(C)OC(=O)N1CCN(CC1)C1=CC=C(C=C1)C1=CC(=C2CN(C(C2=C1)=O)C(C(=O)O[Li])C1=C2N(C=N1)CCC2)F.[Li] Lithium [2-[6-[4-(4-tert-butoxycarbonylpiperazin-1-yl)phenyl]-4-fluoro-1-oxo-isoindolin-2-yl]-2-(6,7-dihydro-5H-pyrrolo[1,2-c]imidazol-1-yl)acetyl]oxylithium